1,5,6,7,8,9-hexahydro-2H-cyclohepta[4,5]thieno[2,3-d]pyrimidine-2,4(3H)-dione N1C(NC(C2=C1SC1=C2CCCCC1)=O)=O